NC1=NNC(=C1)CC(=O)NC1=CC=C(C=C1)F (3-amino-1H-pyrazol-5-yl)-N-(4-fluorophenyl)acetamide